dimethoxyquinazolin-4-amine COC1=C2C(=NC(=NC2=CC=C1)OC)N